5-(4-(4-(dimethoxymethyl)piperidin-1-yl)-2-fluorophenyl)-6-(tetrahydro-2H-pyran-4-yl)-5,6,7,8-tetrahydronaphthalen-2-ol COC(C1CCN(CC1)C1=CC(=C(C=C1)C1C=2C=CC(=CC2CCC1C1CCOCC1)O)F)OC